(3-(dimethylamino)propyl)-dimethyl-indium CN(CCC[In](C)C)C